ClC1=C2CCC3(C2=CC=C1)CCC=1C(=NC(=NC1C3)OC[C@H]3NCCC3)N3CC1CCC(C3)N1C(=O)OC(C)(C)C tert-butyl 3-[4'-chloro-2-[[(2S)-pyrrolidin-2-yl]methoxy]spiro[6,8-dihydro-5H-quinazoline-7,1'-indane]-4-yl]-3,8-diazabicyclo[3.2.1]octane-8-carboxylate